(S)-7-ethoxy-6-methoxy-1-((5-methyl-1H-indol-3-yl)methyl)-3,4-dihydroisoquinoline-2(1H)-formaldehyde C(C)OC1=C(C=C2CCN([C@H](C2=C1)CC1=CNC2=CC=C(C=C12)C)C=O)OC